N-(1-amino-3-hydroxy-1-oxopropan-2-yl)-2-methyl-5-(pyridin-2-ylmethoxy)benzofuran-3-carboxamide NC(C(CO)NC(=O)C1=C(OC2=C1C=C(C=C2)OCC2=NC=CC=C2)C)=O